Tert-butyl-[[2-(1,3-dihydropyrrolo[3,4-c]pyridin-2-yl)-3-fluoro-4-pyridinyl]methoxy]-dimethyl-silane C(C)(C)(C)[Si](C)(C)OCC1=C(C(=NC=C1)N1CC=2C=NC=CC2C1)F